tert-butyl 3-(8-chloro-9-fluoro-2-methyl-spiro[1H-pyrrolo[3,4-c][2,7]naphthyridine-3,3'-oxetane]-5-yl)-3,8-diazabicyclo[3.2.1]octane-8-carboxylate ClC1=C(C=2C3=C(N=C(C2C=N1)N1CC2CCC(C1)N2C(=O)OC(C)(C)C)C2(COC2)N(C3)C)F